C1(CC1)C1=C(C(=NO1)C1=C(C=NC=C1Cl)Cl)COC12CCC(CC1)(CC2)COC2=NN(C=C2C)C 3-((4-((5-Cyclopropyl-3-(3,5-dichloropyridin-4-yl)isoxazol-4-yl)methoxy)bicyclo[2.2.2]octan-1-yl)methoxy)-1,4-dimethyl-1H-pyrazol